(E)-5-bromo-4-methyl-2-(3-phenylprop-1-en-1-yl)-1H-imidazole BrC1=C(N=C(N1)\C=C\CC1=CC=CC=C1)C